NC1=C(SC2=NC(=CN=C21)C)C(=O)N[C@@H]2CC=1C=CC(=NC1CC2)N2CC1NC(C2)C1 7-amino-N-[(6S)-2-{3,6-diazabicyclo[3.1.1]heptan-3-yl}-5,6,7,8-tetrahydroquinolin-6-yl]-3-methylthieno[2,3-b]pyrazine-6-carboxamide